(R)-2-amino-1-(3-fluoro-3-methylazetidin-1-yl)propan-1-one N[C@@H](C(=O)N1CC(C1)(C)F)C